O(P([O-])(=O)OP(=O)([O-])[O-])C(CC)CCCC (3-heptyl) pyrophosphate